(4-(2-ethoxyphenyl)piperazin-1-yl)-3-((4-methylthiazol-5-yl)oxy)propan-2-ol C(C)OC1=C(C=CC=C1)N1CCN(CC1)CC(COC1=C(N=CS1)C)O